ClC=1C=CC=C2C=CC=C(C12)C=1C(=CC(=NC1)C1=CC(=CC(=C1)C)C)C1=CC=C(C=C1)CC(C)(C)C 5-(8-chloronaphthalen-1-yl)-2-(3,5-dimethylphenyl)-4-(4-neopentylphenyl)pyridine